6-Amino-3-((1R,3R)-3-(2-amino-2-oxoethyl)-4'-chloro-1',2'-dihydrospiro[cyclopentane-1,3'-pyrrolo[2,3-b]pyridin]-5'-yl)-2-fluoro-N,N-dimethylbenzamide NC1=CC=C(C(=C1C(=O)N(C)C)F)C=1C(=C2C(=NC1)NC[C@]21C[C@@H](CC1)CC(=O)N)Cl